6-(1,3,4-thiadiazol-2-yl)pyrazine S1C(=NN=C1)C1=CN=CC=N1